C(C=C)(=O)OCCOCCN=C=O acryloyloxyethyloxyethylisocyanate